Cl.C1(CC1)COC1=CC(=C2C(NC(=NC2=C1)NCC1CCNCC1)=O)F 7-(cyclopropylmethoxy)-5-fluoro-2-((piperidin-4-ylmethyl)amino)quinazolin-4(3H)-one hydrochloride